CN1C(C(=C(C(=C1)C)[O-])NC(NC(CC(=O)[O-])C1=CC(=CC=C1)C=1C=NC=NC1)=O)=O.[Na+].[Na+] Natrium 3-(3-(1,5-Dimethyl-4-oxido-2-oxo-1,2-dihydropyridin-3-yl)ureido)-3-(3-(pyrimidin-5-yl)phenyl)propanoat